2-((2-(2,6-dioxopiperidin-3-yl)-6-((fluorosulfonyl)oxy)-1-oxoisoindolin-4-yl)oxy)acetic acid O=C1NC(CCC1N1C(C2=CC(=CC(=C2C1)OCC(=O)O)OS(=O)(=O)F)=O)=O